CC1C[C@@]2(CCC=3C(=NC(=NC3C2=O)OC[C@H]2N(CCC2)C)N2C[C@@H](NCC2)CC#N)CC2=CC=CC=C12 2-((S)-4-((S)-4-methyl-2'-(((S)-1-methylpyrrolidin-2-yl)methoxy)-8'-oxo-3,4,5',8'-tetrahydro-1H,6'H-spiro[naphthalene-2,7'-quinazolin]-4'-yl)piperazin-2-yl)acetonitrile